(±)-3-amino-N-(3-(trans-4-amino-3-methoxypiperidin-1-yl)pyridin-2-yl)-6-(3-(trifluoromethoxy)pyridin-2-yl)pyrazine-2-carboxamide NC=1C(=NC(=CN1)C1=NC=CC=C1OC(F)(F)F)C(=O)NC1=NC=CC=C1N1C[C@H]([C@@H](CC1)N)OC |r|